[Si](C)(C)(C(C)(C)C)OC(C)(C)C=1C=C(C=NC1OC)C1CN(CCC1(F)F)C(=O)OC(C)(C)C tert-butyl 3-(5-(2-(tert-butyldimethylsilyloxy) prop-2-yl)-6-methoxypyridin-3-yl)-4,4-difluoropiperidine-1-carboxylate